C(O[C@H](C)C(CC)OP(=O)(OCC1=CC=CC=C1)OCC1=CC=CC=C1)(OCCl)=O (2R)-3-((bis(benzyloxy)phosphoryl)oxy)pentan-2-yl (chloromethyl) carbonate